methyl 2-(7-((tert-butoxycarbonyl) ((4-methoxy-3,5-dimethylpyridin-2-yl) methyl) amino)-2,3-dihydrobenzo[b][1,4]dioxin-5-yl)-benzoate C(C)(C)(C)OC(=O)N(C=1C=C(C2=C(OCCO2)C1)C1=C(C(=O)OC)C=CC=C1)CC1=NC=C(C(=C1C)OC)C